(4R)-4-(1-hydroxybut-3-enyl)-2,2-dimethyl-oxazolidine-3-carboxylic acid tert-butyl ester C(C)(C)(C)OC(=O)N1C(OC[C@@H]1C(CC=C)O)(C)C